NC1=C(C=C(C=N1)C=1C=C2N(N1)CC[C@]21CN(CC1)C(=O)NC(C)(C)C=1C=NC=CC1)C(F)(F)F |r| (rac)-2'-[6-amino-5-(trifluoromethyl)pyridin-3-yl]-N-[2-(pyridin-3-yl)propan-2-yl]-5',6'-dihydrospiro[pyrrolidine-3,4'-pyrrolo[1,2-b]pyrazole]-1-carboxamide